BrC=1C=C2C=NN(C2=CC1OC)C1OCCCC1 5-bromo-6-methoxy-1-(tetrahydro-2H-pyran-2-yl)-1H-indazole